C(C1=CC=CC=C1)C=1N=C2N(C=C(N=C2CC2=CC=CC=C2)C2=C(C=CC=C2F)F)C1CC(=O)[O-] 2,8-Dibenzyl-6-(2,6-difluorophenyl)imidazo[1,2-a]pyrazin-3-yl-acetat